NCCN(CCN(CCN(CCN)CCN)CCN(CCN)CCN)CCN N1,N1-bis(2-aminoethyl)-N2,N2-bis(2-(bis(2-aminoethyl)amino)ethyl)ethane-1,2-diamine